C(C)N(C1=CC=C(C=C1)N)CCCOC N'-ethyl-N'-(3-methoxypropyl)benzene-1,4-diamine